3,5-dimethyl-ethylbenzene CC=1C=C(C=C(C1)C)CC